N1C(=CC2=CC=CC=C12)C(=O)N1CC=2C(CC1C)=NOC2C(=O)N[C@@H](C(F)(F)F)C 5-(1H-indole-2-carbonyl)-6-methyl-N-[(2R)-1,1,1-trifluoropropan-2-yl]-4H,5H,6H,7H-[1,2]oxazolo[4,3-c]pyridine-3-carboxamide